CN1C(C2(C3=CC(=CC=C13)CCC1=CC=CC=C1)CCC1(CC2)OCCO1)=O 1''-methyl-5''-(2-phenylethyl)dispiro[1,3-dioxolane-2,1'-cyclohexane-4',3''-indole]-2''-one